2-(4-(6-((4-cyano-2-fluorobenzyl)oxy)-4-(phenylethynyl)pyridin-2-yl)-2-fluorobenzyl)-1-(2-methoxyethyl)-1H-benzo[d]Imidazole-6-carboxylic acid methyl ester COC(=O)C=1C=CC2=C(N(C(=N2)CC2=C(C=C(C=C2)C2=NC(=CC(=C2)C#CC2=CC=CC=C2)OCC2=C(C=C(C=C2)C#N)F)F)CCOC)C1